Urea Fluoride [F-].NC(=O)N